FC1=CC(=C(C=C1)C1=CC(=NC=N1)NC1=NC(=CC(=C1)CS(=O)(=O)C)C(F)(F)F)OC 6-(4-fluoro-2-methoxyphenyl)-N-[4-(methylsulfonylmethyl)-6-(trifluoromethyl)pyridin-2-yl]pyrimidin-4-amine